(R)-3-((R)-2-(3-fluoro-4-phosphonophenyl)-2-(3-(methylsulfonyl)-2-oxoimidazolidine-1-carboxamido)acetamido)-2-hydroxy-3,4-dihydro-2H-benzo[e][1,2]oxaborinine-8-carboxylic acid FC=1C=C(C=CC1P(=O)(O)O)[C@H](C(=O)N[C@@H]1B(OC2=C(C1)C=CC=C2C(=O)O)O)NC(=O)N2C(N(CC2)S(=O)(=O)C)=O